tert-butyl 3-carbonyl-6-azabicyclo[3.1.1]heptane-6-carboxylate C(=O)=C1CC2N(C(C1)C2)C(=O)OC(C)(C)C